(2S)-2-amino-3-(3-hydroxy-4-oxopyridin-1-yl)propionic acid N[C@H](C(=O)O)CN1C=C(C(C=C1)=O)O